C1(=CC=CC=C1)N1C2=C(N([Si]13N(C1C(N3C3=CC=CC=C3)C=CC=C1)C1=CC=CC=C1)C1=CC=CC=C1)C=CC=C2 1,1',3,3'-tetraphenylspiro[1,3,2-benzodiazasilole-2,2'-3a,7a-dihydro-1,3,2-benzodiazasilole]